C(#N)C1=C(C=CC(=C1)S(N)(=O)=O)N1CCC(CC1)C(=O)OCC 2-Ethyl 1-(2-cyano-4-sulfamoylphenyl)piperidine-4-carboxylate